methyl-(R)-6-(2-((tert-butoxycarbonyl)amino)-3-phenylpropoxy)imidazo[1,2-a]pyridin CC=1N=C2N(C=C(C=C2)OC[C@@H](CC2=CC=CC=C2)NC(=O)OC(C)(C)C)C1